C(C(=C)C)(=O)OCCP(=O)=O beta-phosphoethyl methacrylate